4-fluoro-4-[(E)-{[(S)-2-methylpropan-2-sulfinyl]imino}methyl]piperidine-1-carboxylic acid tert-butyl ester C(C)(C)(C)OC(=O)N1CCC(CC1)(/C=N/[S@@](=O)C(C)(C)C)F